N1CCC(CC1)C1=CC=C(C=C1)C1=CC(=CC(=C1)N1N=NC(=C1)C1=CC=C(C=C1)C(F)(F)F)C(=O)OCC(=O)N(C)C 2-(Dimethylamino)-2-oxoethyl 4'-(piperidin-4-yl)-5-(4-(4-(trifluoromethyl)phenyl)-1H-1,2,3-triazol-1-yl)-[1,1'-biphenyl]-3-carboxylate